FC(C(=O)N)(F)F.NC1=NC2=C(N1)C=C(C=C2)CNC(CN2C(C(=NC=C2C)NCCC2=CC=CC=C2)=O)=O N-((2-Amino-1H-benzo[d]imidazol-6-yl)methyl)-2-(6-methyl-2-oxo-3-(phenethylamino)pyrazin-1(2H)-yl)acetamide Trifluoroacetamide salt